(S)-1-(3-(1-(4-fluorophenyl)-1H-pyrazol-4-yl)phenyl)ethylamine hydrochloride Cl.FC1=CC=C(C=C1)N1N=CC(=C1)C=1C=C(C=CC1)[C@H](C)N